ClC=1C=C(C=2CCCC(C2C1)O)S(=O)(=O)NC1=C(C(=C(C=C1)F)C=1C=C2C=NC(=NC2=C(C1)CC)NC1CCN(CC1)C)F 3-chloro-N-(3-(8-ethyl-2-((1-methylpiperidin-4-yl)amino)quinazolin-6-yl)-2,4-difluorophenyl)-5-hydroxy-5,6,7,8-tetrahydronaphthalene-1-sulfonamide